ClC=1C=C2C=C(NC2=CC1OCC1=CC(=NO1)C)CNC(CNC)=O N-((5-chloro-6-((3-methylisoxazol-5-yl)methoxy)-1H-indol-2-yl)methyl)-2-(methylamino)acetamide